CC(C(=O)OC[C@]1(O[C@H]([C@@H]([C@@H]1OC(C(C)C)=O)F)N1C(N=C(C=C1)N)=O)CCl)C [(2R,3R,4R,5R)-5-(4-amino-2-oxopyrimidin-1-yl)-2-(chloromethyl)-4-fluoro-3-(2-methylpropanoyloxy)oxolan-2-yl]methyl 2-methylpropanoate